3-(3-(4-((4-Aminopiperidin-1-yl)methyl)phenyl)-5-phenyl-3H-imidazo[4,5-b]pyridin-2-yl)pyridin-2-amine NC1CCN(CC1)CC1=CC=C(C=C1)N1C(=NC=2C1=NC(=CC2)C2=CC=CC=C2)C=2C(=NC=CC2)N